Cl.FC1=CC2=C([C@@H](CO2)N)C=C1 (S)-6-fluoro-2,3-dihydrobenzofuran-3-amine hydrogen chloride